Methyl (Z)-3-bromo-2-[(2-methylpropan-2-yl)oxycarbonylamino]-3-(5-nitroisoquinolin-6-yl)prop-2-enoate Br\C(=C(\C(=O)OC)/NC(=O)OC(C)(C)C)\C=1C(=C2C=CN=CC2=CC1)[N+](=O)[O-]